o-bromobenzenebenzaldehyde BrC1=C(C=CC=C1)C1=CC=CC=C1C=O